1-((1-(2-methyl-4-(1H-pyrazol-4-yl)phenyl)piperidin-4-yl)methyl)pyrrolidin-2-one CC1=C(C=CC(=C1)C=1C=NNC1)N1CCC(CC1)CN1C(CCC1)=O